N1N=C(C2=CC=CC=C12)CC#N 2-(1H-indazol-3-yl)acetonitrile